(propan-2-yl)-4H,5H,6H-cyclopenta[b]thiophen-3-amine hydrochloride Cl.CC(C)C1=C(C2=C(S1)CCC2)N